OC=1C=C(C=C2CCCOC12)NC(OC(C)(C)C)=O tert-butyl N-(8-hydroxychroman-6-yl)carbamate